N,N-dimethylamino-1,3-propanediamine CNN(CCCN)NC